3-n-butylcyclohexane-1,2-dicarboxylic acid calcium salt [Ca+2].C(CCC)C1C(C(CCC1)C(=O)[O-])C(=O)[O-]